4-(4-((5-(tert-butyl)-1,2,4-oxadiazole-3-carboxamido)methyl)-3-methylphenyl)pyrrolo[2,1-f][1,2,4]triazine-6-carboxylic acid C(C)(C)(C)C1=NC(=NO1)C(=O)NCC1=C(C=C(C=C1)C1=NC=NN2C1=CC(=C2)C(=O)O)C